5,5'-bis(carboxymethoxy)-1,1-bidecalin C(=O)(O)COC1C2CCCC(C2CCC1)C1CCCC2C(CCCC12)OCC(=O)O